C(C)(=O)N(N(C(=O)C1=CC=2C3=C(C(=NC2C=C1)N)C=NN3C)CC3=C(C=C(C=C3)C#CC3OCCC3)F)C N'-acetyl-4-amino-N-(2-fluoro-4-((tetrahydrofuran-2-yl)ethynyl)benzyl)-N',1-dimethyl-1H-pyrazolo[4,3-c]quinoline-8-carbohydrazide